C[C@H]1N(CCOC1)C=1N=C2N(C(C1)=O)CC[C@H](N2CC=2SC=CN2)C(F)(F)F (S)-2-((R)-3-Methyl-morpholin-4-yl)-9-thiazol-2-ylmethyl-8-trifluoromethyl-6,7,8,9-tetrahydro-pyrimido[1,2-a]-pyrimidin-4-one